FC(OC=1N=CC(=NC1)N[C@@H]1C[C@H](CC1)NC1=CC=C(C=N1)N1C(C=CC2=CC=CC=C12)=O)F 1-(6-(((1S,3S)-3-((5-(Difluoromethoxy)pyrazin-2-yl)amino)cyclopentyl)amino)pyridin-3-yl)quinolin-2(1H)-one